FC=1C(=C(C=C(C1)C(C)C)C(C(=O)O)N1C[C@@H](CC1)N(CCC(F)(F)F)CCCCCC1=NC=2NCCCC2C=C1)OC 2-(3-fluoro-5-isopropyl-2-methoxyphenyl)-2-((R)-3-((5-(5,6,7,8-tetrahydro-1,8-naphthyridin-2-yl)pentyl)(3,3,3-trifluoropropyl)amino)pyrrolidin-1-yl)acetic acid